C(C1=CC=CC=C1)N1C2[C@H](C(CC1)N1C(N(C3=NC(=NC=C3C1)SC)C)=O)CCC2 3-[(4aR)-1-benzyl-2,3,4,4a,5,6,7,7a-octahydrocyclopenta[b]pyridin-4-yl]-1-methyl-7-methylsulfanyl-4H-pyrimido[4,5-d]pyrimidin-2-one